(1R)-N-((R)-cyclopropyl(2-fluoro-4-(trifluoromethyl)phenyl)methyl)-2-(3-(methylsulfonyl)benzoyl)-2-azaspiro[3.3]heptane-1-carboxamide C1(CC1)[C@@H](NC(=O)[C@@H]1N(CC12CCC2)C(C2=CC(=CC=C2)S(=O)(=O)C)=O)C2=C(C=C(C=C2)C(F)(F)F)F